2-[4-(3,4-dichlorobenzoyl)piperazinyl]Benzothiazole-6-carboxylic acid ethyl ester C(C)OC(=O)C1=CC2=C(N=C(S2)N2CCN(CC2)C(C2=CC(=C(C=C2)Cl)Cl)=O)C=C1